N-(2-chloro-6-methylphenyl)-2-((6-(4-((2-(2,6-dioxopiperidin-3-yl)-7-fluoro-1,3-dioxoisoindolin-5-yl)methyl)piperazin-1-yl)-2-methylpyrimidin-4-yl)amino)thiazole-5-carboxamide ClC1=C(C(=CC=C1)C)NC(=O)C1=CN=C(S1)NC1=NC(=NC(=C1)N1CCN(CC1)CC=1C=C2C(N(C(C2=C(C1)F)=O)C1C(NC(CC1)=O)=O)=O)C